2-ethyl-2H-pyrazole-3-sulfonamide C(C)N1N=CC=C1S(=O)(=O)N